1-(4-{1-sec-butyl-7-[((R)-cyclopropyl-quinolin-3-yl-methyl)-amino]-1H-pyrazolo[4,3-d]pyrimidin-5-yl}-piperazin-1-yl)-ethanone C(C)(CC)N1N=CC=2N=C(N=C(C21)N[C@@H](C=2C=NC1=CC=CC=C1C2)C2CC2)N2CCN(CC2)C(C)=O